COC1=CC=C(CO[C@@H](C(=O)O)C)C=C1 (R)-2-((4-methoxybenzyl)oxy)propanoic acid